(R)-N-((E)-((S)-4-bromo-5-chloro-6-fluoro-2-phenyl-2,3-dihydrobenzofuran-2-yl)methylene)-2-methylpropane-2-sulfinamide BrC1=C(C(=CC2=C1C[C@](O2)(C2=CC=CC=C2)\C=N\[S@](=O)C(C)(C)C)F)Cl